2-((tert-Butoxycarbonyl)amino)-6-chloroisonicotinic acid methyl ester COC(C1=CC(=NC(=C1)Cl)NC(=O)OC(C)(C)C)=O